6-(2,6-Dichloro-4-nitrophenoxy)-2-(4-chlorobenzyl)-3,4-dihydroisoquinolin-1(2H)-one ClC1=C(OC=2C=C3CCN(C(C3=CC2)=O)CC2=CC=C(C=C2)Cl)C(=CC(=C1)[N+](=O)[O-])Cl